2-(N-methyldocosanoylamino)acetic acid CC(C(=O)NCC(=O)O)CCCCCCCCCCCCCCCCCCCC